2-oxo-2,3,4,5-tetrahydro-1H-1-benzazepine-5-carbonitrile O=C1NC2=C(C(CC1)C#N)C=CC=C2